C(C)OC(=O)C=1C=NN2C1NC(=CC2=O)C2=CC=C(C=C2)N2CCCCC2.CC2=C(C=CC=C2)C 1,2-dimethyl-benzene ethyl-7-oxo-5-(4-(piperidin-1-yl)phenyl)-4,7-dihydropyrazolo[1,5-a]pyrimidine-3-carboxylate